propenyl-biphenyl tert-butyl-4-formyl-5-methoxy-7-methyl-1H-indole-1-carboxylate C(C)(C)(C)OC(=O)N1C=CC2=C(C(=CC(=C12)C)OC)C=O.C(=CC)C1=C(C=CC=C1)C1=CC=CC=C1